ClC=1C=C(C=CC1Cl)C1N(CCC(C1)N1C(NC2=C1C=CC=C2C2=CC=C(C=C2)OCCN(C)C)=O)C(=O)N (3,4-dichlorophenyl)-4-(4-{4-[2-(dimethylamino)ethoxy]phenyl}-2-oxo-2,3-dihydro-1H-1,3-benzodiazol-1-yl)piperidine-1-carboxamide